C[C@H]1CN(CCN1C(CCOC[C@H]1N(CCC1)C=1C=NNC(C1C(F)(F)F)=O)=O)C1=CC=C(C=N1)C#N 6-[(3S)-3-methyl-4-(3-[[(2S)-1-[6-oxo-5-(trifluoromethyl)-1,6-dihydropyridazin-4-yl]pyrrolidin-2-yl]methoxy]propanoyl)piperazin-1-yl]pyridine-3-carbonitrile